4-((ethylamino)methyl)-3-nitrobenzoic acid methyl ester COC(C1=CC(=C(C=C1)CNCC)[N+](=O)[O-])=O